2-chloro-7-cyclopropylpyrrolo[2,3-d]pyrimidine ClC=1N=CC2=C(N1)N(C=C2)C2CC2